[2-(1-amino-2-hydroxy-propyl)-4-(1h-indol-3-ylmethylene)-5-oxo-4,5-dihydro-imidazol-1-yl]-acetaldehyde NC(C(C)O)C=1N(C(C(N1)=CC1=CNC2=CC=CC=C12)=O)CC=O